Cl.C(CCCCCCCCCCC)N dodecylamine hydrochloride salt